FC(C)(F)C=1C=C2C(=NC1)N(C(=N2)C2=NC=C(C=C2S(=O)(=O)CC)C2=CC=C(C=C2)C2(CC2)F)C 2-[6-(1,1-difluoroethyl)-3-methyl-3H-imidazo[4,5-b]pyridin-2-yl]-3-(ethanesulfonyl)-5-[4-(1-fluorocyclopropyl)phenyl]pyridine